N-[6-[(1S,5R)-6-carbamoyl-3-azabicyclo[3.1.0]hexan-3-yl]-2,2-dimethyl-3H-benzofuran-5-yl]pyrazolo[1,5-a]pyrimidine-3-carboxamide C(N)(=O)C1[C@@H]2CN(C[C@H]12)C1=CC2=C(CC(O2)(C)C)C=C1NC(=O)C=1C=NN2C1N=CC=C2